(Rac)-ethyl-3-(6-chloro-2-fluoro-9H-purin-9-yl)-4-(2-ethoxy-2-oxoethyl)tetrahydrothiophene-3-carboxylate C(C)OC(=O)C1(CSCC1CC(=O)OCC)N1C2=NC(=NC(=C2N=C1)Cl)F